ClC1=C(C(=O)N)C(=C(C(=N1)C)Cl)C 2,5-dichloro-4,6-dimethyl-nicotinamide